acrylyl-glutamic acid C(C=C)(=O)N[C@@H](CCC(=O)O)C(=O)O